C(C)(C)(C)OC(NC1CCN(CC1)S(=O)(=O)C1=CC(=CC=C1)C=C)=O (1-((3-vinylphenyl)sulfonyl)piperidin-4-yl)carbamic acid tert-butyl ester